4-[2-[1-(7-fluoro-1-methyl-[1,2,4]triazolo[4,3-a]quinazolin-5-yl)-3,4-dihydro-2H-quinolin-5-yl]ethynyl]-2-methyl-thiazole FC=1C=C2C(=NC=3N(C2=CC1)C(=NN3)C)N3CCCC1=C(C=CC=C31)C#CC=3N=C(SC3)C